BrC1=C2C=C(N(C2=CC=C1OC)C(=O)OC(C)(C)C)C1=CC(=CC=C1)C(C)(C)C tert-butyl 4-bromo-2-(3-tert-butylphenyl)-5-methoxy-indole-1-carboxylate